C(C)(C)(C)C(CCCC)(C(C)(C(=O)O)C)C(=O)O 5-tert-butyl-6-methyl-heptane-5,6-dicarboxylic acid